6-((exo-8-Azabicyclo[3.2.1]octan-3-yl)oxy)-N-(2-fluoro-3-methyl-4-((1-methyl-1H-benzo[d]imidazol-5-yl)oxy)phenyl)-pyrido[3,4-d]pyrimidin-4-amine C12CC(CC(CC1)N2)OC2=CC1=C(N=CN=C1NC1=C(C(=C(C=C1)OC1=CC3=C(N(C=N3)C)C=C1)C)F)C=N2